(R)-5-(3-ethoxy-4-pyridinyl)-3-methyl-N-[(1-methylpyrazol-4-yl)methyl]-1-[1-methylpropyl]pyrazolo[4,3-b]pyridin-7-amine C(C)OC=1C=NC=CC1C1=CC(=C2C(=N1)C(=NN2[C@@H](CC)C)C)NCC=2C=NN(C2)C